4,4'-Diaminodiphenyl Sulfone C1=CC(=CC=C1N)S(=O)(=O)C2=CC=C(C=C2)N